N-(3-hydroxypyridin-2-yl)-4-methylbenzamide OC=1C(=NC=CC1)NC(C1=CC=C(C=C1)C)=O